(S)-3-amino-3-(5-(3,5-dimethylisoxazol-4-yl)thiophen-2-yl)propionic acid ethyl ester C(C)OC(C[C@@H](C=1SC(=CC1)C=1C(=NOC1C)C)N)=O